C(C)OC(CCC(=O)C1=NC(=CC(=C1O)C#N)CC1CCCCC1)=O 4-(4-Cyano-6-cyclohexylmethyl-3-hydroxy-pyridin-2-yl)-4-oxo-butyric acid ethyl ester